C(C)(=O)N1C[C@H](CC1)O[C@@H](C)C1=C(C=NC=2N1N=C(C2)Cl)NC(=O)NC=2C=NC(=C(C2)C#N)OC 1-(7-((S)-1-(((S)-1-acetylpyrrolidin-3-yl)oxy)ethyl)-2-chloropyrazolo[1,5-a]Pyrimidin-6-yl)-3-(5-cyano-6-methoxypyridin-3-yl)urea